C(CCCCCCCCCCCCC)(=O)OC[C@@H](OC(CCCCCCCCCCCCC)=O)CO 1,2-dimyristoylsn-glycerol